tert-butyl 2-[(3R)-1-{5-carbamoyl-6-[(3-methyl-1,2-thiazol-5-yl)amino]pyrazin-2-yl}piperidin-3-yl]-1-oxo-2,8-diazaspiro[4.5]decane-8-carboxylate C(N)(=O)C=1N=CC(=NC1NC1=CC(=NS1)C)N1C[C@@H](CCC1)N1C(C2(CC1)CCN(CC2)C(=O)OC(C)(C)C)=O